C(C1=CC=CC=C1)NC(=O)C=1N(C(C(=C2NC=3C=CC=CC3C21)C2=CC=CC=C2)=O)CC(C)C N-benzyl-2-isobutyl-3-oxo-4-phenyl-3,5-dihydropyrido[4,3-b]indole-1-carboxamide